The molecule is a galactotriose that is beta-D-galatopyranose in which the hydroxy groups at positions 3 and 6 have been glycosylated by alpha-D-galactopyranosyl residues. C([C@@H]1[C@@H]([C@@H]([C@H]([C@H](O1)OC[C@@H]2[C@@H]([C@@H]([C@H]([C@@H](O2)O)O)O[C@@H]3[C@@H]([C@H]([C@H]([C@H](O3)CO)O)O)O)O)O)O)O)O